ClC1=NC(=NC(=C1)O[C@@H]1COCC1)N(C1C[C@H]2CCC[C@@H](C1)N2)C (1R,3s,5S)-N-(4-chloro-6-(((S)-tetrahydrofuran-3-yl)oxy)pyrimidin-2-yl)-N-methyl-9-azabicyclo[3.3.1]nonan-3-amine